Methyl 2-[[4-[[4-[[(7,7-dimethyl-2-oxo-norbornan-1-yl)methylsulfonylamino]methyl]triazol-1-yl]methyl]phenyl]carbamoyl]-4-methyl-pentanoate CC1(C2CC(C1(CC2)CS(=O)(=O)NCC=2N=NN(C2)CC2=CC=C(C=C2)NC(=O)C(C(=O)OC)CC(C)C)=O)C